(S)-1-Boc-3-hydroxymethylpyrrolidine C(=O)(OC(C)(C)C)N1C[C@H](CC1)CO